2-N-[3-(4-cyclopropyl-1H-pyrazol-1-yl)-4-methoxyphenyl]-4-N,6-dimethylpyrimidine-2,4-diamine C1(CC1)C=1C=NN(C1)C=1C=C(C=CC1OC)NC1=NC(=CC(=N1)NC)C